N-[8-(methylamino)-5-(5-nitro-1,3-benzooxazol-2-yl)-2,7-naphthyridin-3-yl]cyclopropanecarboxamide tert-butyl-7-bromo-6-methoxy-3,4-dihydroisoquinoline-2(1H)-carboxylate C(C)(C)(C)OC(=O)N1CC2=CC(=C(C=C2CC1)OC)Br.CNC=1N=CC(=C2C=C(N=CC12)NC(=O)C1CC1)C=1OC2=C(N1)C=C(C=C2)[N+](=O)[O-]